CC(C(=O)OC=1C(=NN(C(C1C1=C(C(=CC=C1F)Cl)CCC1=CC=C(C=C1)C(F)(F)F)=O)C)C)C [5-[3-chloro-6-fluoro-2-[2-[4-(trifluoromethyl)phenyl]ethyl]phenyl]-1,3-dimethyl-6-oxo-pyridazin-4-yl] 2-methylpropanoate